(2S,3R)-3-hydroxy-2-(1-oxo-2,5-diazaspiro[3.4]octan-2-yl)butanamide methyl-rac-trans-2-[(6-chloropyrazolo[3,4-d]pyrimidin-1-yl)methyl]cyclopentanecarboxylate COC(=O)[C@H]1[C@@H](CCC1)CN1N=CC=2C1=NC(=NC2)Cl.O[C@@H]([C@@H](C(=O)N)N2C(C1(C2)NCCC1)=O)C |&1:4,5|